C(CCC)C=1C=NC=2C=C3C(=CC2N1)C=CC=C3 2-butylbenzo[g]quinoxaline